COC1=C(C=C(C=C1)N1C(N(CCC1)CC1=C(C=C(C=C1)CC(=O)N1C(CCC1)C)OC)=O)OCCCCC 1-(4-methoxy-3-(pentyloxy)phenyl)-3-(2-methoxy-4-(2-(2-methylpyrrolidin-1-yl)-2-oxoethyl)benzyl)tetrahydropyrimidin-2(1H)-one